9,9-bis[4-(2-hydroxyethoxy)phenyl]-3,6-dihydroxyethoxyfluorene OCCOC1=CC=C(C=C1)C1(C2=CC=C(C=C2C=2C=C(C=C(C12)OCC)O)O)C1=CC=C(C=C1)OCCO